C1(CC1)CNC(C=1C=C(C=CC1)NC(=O)C=1N(N=C(C1)C(F)(F)F)C1=CC(=CC=C1)CN)C1=CC=C(C2=CC=CC=C12)N(C)C 2-(3-Aminomethyl-phenyl)-5-trifluoromethyl-2H-pyrazole-3-carboxylic acid {3-[(cyclopropylmethyl-amino)-(4-dimethylamino-naphthalen-1-yl)-methyl]phenyl}-amide